2-Chloro-8-(4-(5-methyl-3-(trifluoromethyl)-1H-pyrazol-1-yl)benzyl)-7,8-dihydro-pteridin-6(5H)-one ClC1=NC=2N(CC(NC2C=N1)=O)CC1=CC=C(C=C1)N1N=C(C=C1C)C(F)(F)F